N[C@@H]([C@H](O)C)CC(=O)O β-homothreonine